3-(5-((7-chloro-2-oxoindolin-3-ylidene)methyl)furan-2-yl)benzoic acid ClC=1C=CC=C2C(C(NC12)=O)=CC1=CC=C(O1)C=1C=C(C(=O)O)C=CC1